C=C(C(=O)O)CC1=CC(=C(C(=C1)C(C)(C)C)O)C(C)(C)C.C=C(C(=O)O)CC1=CC(=C(C(=C1)C(C)(C)C)O)C(C)(C)C.C=C(C(=O)O)CC1=CC(=C(C(=C1)C(C)(C)C)O)C(C)(C)C.C=C(C(=O)O)CC1=CC(=C(C(=C1)C(C)(C)C)O)C(C)(C)C.C methane tetra(methylene-3-(3,5-di-tert-butyl-4-hydroxyphenyl) propionate)